C(#N)C(C)N1N=NC(=C1)C(=O)NCC1=NOC(=C1)C1=CC=NC=C1 1-(1-cyanoethyl)-N-((5-(pyridin-4-yl)isoxazol-3-yl)methyl)-1H-1,2,3-triazole-4-carboxamide